5-amino-1-(1-methylpiperidin-4-yl)-3,4-dihydroquinazolin-2-one NC1=C2CNC(N(C2=CC=C1)C1CCN(CC1)C)=O